5-chloro-2-((1,5-dimethyl-1H-pyrazol-3-yl)amino)pyrimidin ClC=1C=NC(=NC1)NC1=NN(C(=C1)C)C